NC1=C(C=2C(=NC=C(C2)Cl)N1C1=C2C=NN(C2=CC(=C1C)F)C1OCCCC1)C#N 2-Amino-5-chloro-1-(6-fluoro-5-methyl-1-(tetrahydro-2H-pyran-2-yl)-1H-indazol-4-yl)-1H-pyrrolo[2,3-b]pyridine-3-carbonitrile